N-(1-(3,4-dichlorophenyl)-2-(dimethylamino)ethyl)-3-nitro-4-(trifluoromethoxy)benzenesulfonamide ClC=1C=C(C=CC1Cl)C(CN(C)C)NS(=O)(=O)C1=CC(=C(C=C1)OC(F)(F)F)[N+](=O)[O-]